5-(3,3-dimethylpiperazin-1-yl)-17-fluoro-7,11-dioxa-20,23,24-triazapentacyclo[17.5.2.12,6.013,18.022,25]heptacosa-1(24),2(27),3,5,13,15,17,19,21,25-decaene CC1(CN(CCN1)C=1C=CC=2C3=NNC4=CN=C(C5=C(C=CC=C5COCCCOC1C2)F)C=C34)C